C(C)[Si]1(O[Si](O[Si](O[Si](O[SiH2]O[SiH2]O[SiH2]O[SiH2]O[SiH2]O1)(CC)CC)(CC)CC)(CC)CC)CC octaethylcyclononasiloxane